Cl.N1CC(C1)NC(C)=O N-(azetidin-3-yl)acetamide hydrochloride